3-[9-(1H-benzimidazol-2-yl)carbazol-3-yl]-9-phenyl-carbazole N1C(=NC2=C1C=CC=C2)N2C1=CC=CC=C1C=1C=C(C=CC21)C=2C=CC=1N(C3=CC=CC=C3C1C2)C2=CC=CC=C2